2-[2-chloro-4-(4-chlorophenyl)-5-[2-(difluoromethyl)pyridin-4-yl]-1H-imidazol-1-yl]-1-{2-methyl-2,7-diazaspiro[3.5]non-7-yl}ethan-1-one ClC=1N(C(=C(N1)C1=CC=C(C=C1)Cl)C1=CC(=NC=C1)C(F)F)CC(=O)N1CCC2(CN(C2)C)CC1